NC1=C(C=C(CC2=C(C=C(OCC(=O)O)C=C2)C(F)(F)F)C=C1)C(C)C 2-(4-(4-amino-3-isopropylbenzyl)-3-(trifluoromethyl)phenoxy)acetic acid